7-bromo-8-fluoro-6-chloroquinazoline-2,4(1H,3H)-dione BrC1=C(C=C2C(NC(NC2=C1F)=O)=O)Cl